N[C@H]1[C@H](CCCC1)NC(=O)C=1SC=2N=CC=C3N(C(NC1C23)=O)C2=C(C=C(C=C2)OC2=CC=CC=C2)C N-((1S,2R)-2-Aminocyclohexyl)-5-(2-methyl-4-phenoxyphenyl)-4-oxo-4,5-dihydro-3H-1-thia-3,5,8-triazaacenaphthylene-2-carboxamide